ONC(=O)C1=CC2=C(CN([C@H](CO2)C2=C3N=CC=NC3=CC=C2)C(=O)C2CCOCC2)C=C1 (S)-N-hydroxy-3-(quinoxalin-5-yl)-4-(tetrahydro-2H-pyran-4-carbonyl)-2,3,4,5-tetrahydrobenzo[f][1,4]oxazepine-8-carboxamide